ClC1=CC(=C(C=C1)C1=NC(=NC2=C1N=C(N(C2=O)C)C)C2=CN(OC=C2)C=2C=NN(C2)C2CC2)F 8-(4-chloro-2-fluorophenyl)-6-[(2r,4r)-2-(1-cyclopropyl-1H-pyrazol-4-yl)oxazin-4-yl]-2,3-dimethyl-3H,4H-pyrimido[5,4-d][1,3]diazin-4-one